2,2,2-trifluoro-N-(4-fluoro-2-(phenylethynyl)phenyl)acetamide Tert-butyl-(2S)-2-[(tert-butylsulfinylamino)-cyano-methyl]-4,4-difluoro-pyrrolidine-1-carboxylate C(C)(C)(C)OC(=O)N1[C@@H](CC(C1)(F)F)C(C#N)NS(=O)C(C)(C)C.FC(C(=O)NC1=C(C=C(C=C1)F)C#CC1=CC=CC=C1)(F)F